5-chloro-N-((1r,4r)-4-((3-(6-(2-hydroxyethoxy)pyridazin-3-yl)-2-oxo-2,3-dihydro-1H-benzo[d]imidazol-1-yl)methyl)cyclohexyl)-2-methylnicotinamide ClC=1C=NC(=C(C(=O)NC2CCC(CC2)CN2C(N(C3=C2C=CC=C3)C=3N=NC(=CC3)OCCO)=O)C1)C